Cl.NC1CC(C1)(O)CNC(OC)=O methyl ((3-amino-1-hydroxycyclobutyl)methyl)carbamate hydrochloride